acryloylethyl monophthalate C(C=1C(C(=O)[O-])=CC=CC1)(=O)OCCC(C=C)=O